FC1=CN=CC2=CC=CC(=C12)S(=O)(=O)N1[C@H](CNCCC1)C 4-fluoro-5-[[(2S)-2-methyl-1,4-diazepan-1-yl]sulfonyl]isoquinoline